NC1=C(C=2C=NC(=C(C2N1C1=C2C=NNC2=CC=C1C)C#N)C1CC1)C(=O)N 2-amino-7-cyano-6-cyclopropyl-1-(5-methyl-1H-indazol-4-yl)-1H-pyrrolo[3,2-c]pyridine-3-carboxamide